OCC=1SC=CC1CN1N=CC2=C(C1=O)N(C1=C2CCN(C1)S(=O)(=O)C)C 3-((2-(hydroxymethyl)thiophen-3-yl)methyl)-5-methyl-7-(methylsulfonyl)-3,5,6,7,8,9-hexahydro-4H-pyrido[4',3':4,5]pyrrolo[2,3-d]pyridazin-4-one